COC=1C(=C(C(=O)O)C(=CC1)OC)C 3,6-dimethoxy-2-methylbenzoic acid